O=C1NC=2CCN(CC2C=C1)C(=O)OC(C)(C)C tert-butyl 2-oxo-1,5,7,8-tetrahydro-1,6-naphthyridine-6-carboxylate